ClC=1C(=CN(C(C1)=O)C(F)F)C1=C2CCN(C(C2=CC(=C1)CCN(C)CC)=O)[C@@H](C)C1=NC=C(C#N)C(=C1)OCC (S)-6-(1-(5-(4-chloro-1-(difluoromethyl)-6-oxo-1,6-dihydropyridin-3-yl)-7-(2-(ethyl(methyl)amino)ethyl)-1-oxo-3,4-dihydroisoquinolin-2(1H)-yl)ethyl)-4-ethoxynicotinonitrile